di-diisopropylethyl bis(acetoacetate) C(CC(=O)C)(=O)OC(C)(C(C)C)C(C)C.C(CC(=O)C)(=O)OC(C)(C(C)C)C(C)C